O=C1NC(CCC1C1=NN(C2=C(C=CC=C12)N1CCN(CC1)C[C@H]1C(CN(CC1)C(=O)OC(C)(C)C)(C)C)C)=O tert-butyl (4R)-4-((4-(3-(2,6-dioxopiperidin-3-yl)-1-methyl-1H-indazol-7-yl) piperazin-1-yl) methyl)-3,3-dimethylpiperidine-1-carboxylate